C(C)(C)(C)OC(=O)N1C(=CC(=C1)N=[N+]=[N-])C(NC1=CC(=C(C=C1)Cl)C(F)(F)F)=O 4-azido-2-((4-chloro-3-(trifluoromethyl)phenyl)carbamoyl)pyrrole-1-carboxylic acid tert-butyl ester